FC(C(C(F)(F)F)OC(=O)N1CCC2(CN(C2)CC=2C=C(C=C(C2)C(F)(F)F)N2C(CCCC2)C(=O)O)CC1)(F)F 1-(3-((7-(((1,1,1,3,3,3-Hexafluoropropan-2-yl)oxy)carbonyl)-2,7-diazaspiro[3.5]nonan-2-yl)methyl)-5-(trifluoromethyl)phenyl)piperidine-2-carboxylic acid